CC1(C=CCC=C(CCC=C(CC1)C)C)C(=O)C methyl 1,6,10-trimethyl-2,5,9-cyclododecatrien-1-yl ketone